4-bromo-1-propyl-1H-1,2,3-triazole-5-carbaldehyde BrC=1N=NN(C1C=O)CCC